2-formyl-3-methanesulfonamidophenoxyacetic acid C(=O)C1=C(OCC(=O)O)C=CC=C1NS(=O)(=O)C